C(=O)(O)C1CCC(CC1)CN1C(C2(C(C1C(=O)NC1=C(C(=O)O)C=CC=C1OC)C1=C(C(=CC=C1)Cl)F)CNC1=CC(=CC=C12)Cl)CC(C)(C)C ((((1r,4S)-4-carboxycyclohexyl)methyl)-6-chloro-4'-(3-chloro-2-fluorophenyl)-2'-neopentyl-spiro[indoline-3,3'-pyrrolidine]-5'-carboxamido)-3-methoxybenzoic acid